(S)-2-(5-(2-(dimethylamino)ethyl)-3-methoxy-2-oxopyrazin-1(2H)-yl)-4-methylpentanoic acid CN(CCC=1N=C(C(N(C1)[C@H](C(=O)O)CC(C)C)=O)OC)C